ClC1=C(C=CC(=C1)Cl)C=1C=CC(=NC1)C1CN(C1)C(CC[C@H]1NC(OC1)=O)=O (4R)-4-[3-[3-[5-(2,4-Dichloro-phenyl)-2-pyridyl]azetidin-1-yl]-3-oxo-propyl]oxazolidin-2-one